C(=O)(OCC1=CC=CC=C1)NC(C)O N-Cbz-aminoethanol